ClC1=NC(=CC=C1C(=O)OC(C)(C)C)N1N=C(C=C1)OCCC(C(F)(F)F)(C)C tert-Butyl 2-chloro-6-[3-(4,4,4-trifluoro-3,3-dimethyl-butoxy)pyrazol-1-yl]pyridine-3-carboxylate